C1(=CC=CC=C1)C1=CC=CC2=C1OC1=C2C=CC=C1C1=CC=C(C=C1)Br 4-phenyl-6-(4-bromophenyl)dibenzofuran